ethyl 6-(N-(3-(1-((1s,3s)-adamantan-1-ylmethyl)-5-methyl-1H-pyrazol-4-yl)-6-(methyl (5-methyl-6-(thiazolo[5,4-b]pyridin-2-ylamino)pyridazin-3-yl)amino)picolinoyl)sulfamoyl)hexanoate C12(CC3CC(CC(C1)C3)C2)CN2N=CC(=C2C)C=2C(=NC(=CC2)N(C=2N=NC(=C(C2)C)NC=2SC3=NC=CC=C3N2)C)C(=O)NS(=O)(=O)CCCCCC(=O)OCC